3-(4-((5-chloro-4-((4-fluoropiperidin-4-yl)methoxy)pyrimidin-2-yl)amino)-3-methyl-1H-pyrazol-1-yl)cyclobutane-1-carbonitrile ClC=1C(=NC(=NC1)NC=1C(=NN(C1)C1CC(C1)C#N)C)OCC1(CCNCC1)F